CC=1C=C(C=CC1C)N1N=C(C(C1=O)=NNC=1C(=C(C=CC1)C1=CC(=CC=C1)C(=O)O)O)C 3'-{N'-[1-(3,4-dimethylphenyl)-3-methyl-5-oxo-1,5-dihydro-pyrazol-4-ylidene]hydrazino}-2'-hydroxybiphenyl-3-carboxylic acid